2,2,2-trichloroacetamido-β-D-galactopyranose ClC(C(=O)N[C@]1(O)[C@H](O)[C@@H](O)[C@@H](O)[C@H](O1)CO)(Cl)Cl